C(C)(C)(C)[C@@H]1CC=2C=C3C(=NC2CC1)SC(=N3)C(=O)N[C@H](CCN3CCC(CC3)C3=NN=NN3)C3=CC(=CC=C3)C(NC3C[NH+](C3)C)=O (7S)-7-tert-butyl-N-[(1R)-1-[3-[(1-methylazetidin-1-ium-3-yl)carbamoyl]phenyl]-3-[4-(1H-tetrazol-5-yl)-1-piperidyl]propyl]-5,6,7,8-tetrahydrothiazolo[5,4-b]quinoline-2-carboxamide